1-(2,2-dichloro-1-fluorocyclopropyl)-4-methylbenzene ClC1(C(C1)(F)C1=CC=C(C=C1)C)Cl